C(C1=CC=CC=C1)N1[C@@H](CCC1)C(=O)[N-]C1=C(C=CC=C1)\C(\C1=CC=CC=C1)=N\CC(=O)[O-].[Ni+2] Nickelous 2-[(E)-[[2-[(2S)-1-benzylpyrrolidine-2-carbonyl]azanidylphenyl]-phenyl-methylene]amino]acetate